4-[(2S)-3-amino-2-(pyrrolidin-1-yl)propyl]-3-chlorobenzamide NC[C@H](CC1=C(C=C(C(=O)N)C=C1)Cl)N1CCCC1